ClC1=CC=C2CC[C@@]3(C2=C1)[C@H](C3)C(=O)NC3=NC=CC(=C3)NCC3=NN1C(N=CC(=C1)C1CC1)=N3 |r| rac-(1S*,2S*)-6'-chloro-N-(4-(((6-cyclopropyl-[1,2,4]triazolo[1,5-a]pyrimidin-2-yl)methyl)amino)pyridin-2-yl)-2',3'-dihydrospiro[cyclopropane-1,1'-indene]-2-carboxamide